C(C)(C)(C)OC(=O)NC1CCC(CC1)N(C(OC(C)(C)C)=O)CC(C1=CC=CC=C1)C=1C=C(C(=CC1)Cl)C1=C(C(=CC=C1C#N)OCCOC1OCCCC1)F tert-butyl ((1r,4r)-4-((tert-butoxycarbonyl)amino)cyclohexyl)(2-(6-chloro-6'-cyano-2'-fluoro-3'-(2-((tetrahydro-2H-pyran-2-yl)oxy)ethoxy)-[1,1'-biphenyl]-3-yl)-2-phenylethyl)carbamate